ClC=1C=C(C=CC1F)NC(N([C@H]1COCC=2NC(C=3C=C(C=CC3C21)F)=O)CC)=O (R)-3-(3-chloro-4-fluorophenyl)-1-ethyl-1-(8-fluoro-6-oxo-1,4,5,6-tetrahydro-2H-pyrano[3,4-c]isoquinolin-1-yl)urea